4-hydroxy-N-(4-(4-methylthiazol-5-yl)benzyl)pyrrolidine-2-carboxamide dihydrochloride Cl.Cl.OC1CC(NC1)C(=O)NCC1=CC=C(C=C1)C1=C(N=CS1)C